CN1C=NC2=C1C=NC=C2B(O)O (3-methyl-3H-imidazo[4,5-c]pyridin-7-yl)boronic acid